1-amino-3,3,5-trimethyl-5-aminomethylhexane NCCC(CC(C)(CN)C)(C)C